3-cyclopentylpropionyl chloride C1(CCCC1)CCC(=O)Cl